3-(1,3-benzodioxol-5-yl)-N-propyl-imidazo[1,2-b]pyridazin-6-amine O1COC2=C1C=CC(=C2)C2=CN=C1N2N=C(C=C1)NCCC